C[C@@H]1CNCC(N1)=O |r| racemic-6-methylpiperazin-2-one